[6-(5-cyclopropyl-4H-1,2,4-triazol-3-yl)-2-azaspiro[3.3]heptan-2-yl]-[3-[6-[3-(trifluoromethyl)azetidin-1-yl]-3-pyridyl]azetidin-1-yl]methanone C1(CC1)C=1NC(=NN1)C1CC2(CN(C2)C(=O)N2CC(C2)C=2C=NC(=CC2)N2CC(C2)C(F)(F)F)C1